C(CCCCCCCCCCCCCCCCCCCCCCCCCCC)OC(C1=CC(=C(C(=C1)C(C)(C)C)O)C(C)(C)C)=O.[Si](C)(C)(C(C)(C)C)NP(=O)(N)N tBDMSphosphoramide montanyl-3,5-di-t-butyl-4-hydroxybenzoate